tert-butyl (3R)-3-[(1S)-1-[(4S)-4-benzyl-2-oxo-oxazolidine-3-carbonyl]but-3-enyl]pyrrolidine-1-carboxylate C(C1=CC=CC=C1)[C@@H]1N(C(OC1)=O)C(=O)[C@@H](CC=C)[C@@H]1CN(CC1)C(=O)OC(C)(C)C